NC1=C2C(=NC=N1)N(N=C2C2=CC=C(C=C2)OC2=CC=CC=C2)[C@H]2CN(CCC2)C(=O)N2CCC(CC2)C2CCN(CC2)C=2C=C1C(N(C(C1=CC2)=O)C2C(NC(CC2)=O)=O)=O 5-(1'-((R)-3-(4-amino-3-(4-phenoxyphenyl)-1H-pyrazolo[3,4-d]pyrimidin-1-yl)piperidine-1-carbonyl)-[4,4'-bipiperidin]-1-yl)-2-(2,6-dioxopiperidin-3-yl)isoindoline-1,3-dione